C(=C)C1=CC=C(C2=CC=CC=C12)C(=O)OC methyl 4-vinyl-1-naphthoate